2-(1-naphthyl)-2-methyl-4-acetoxy-5-amino-3(2H)-furanone C1(=CC=CC2=CC=CC=C12)C1(OC(=C(C1=O)OC(C)=O)N)C